FC=1C=CC(=C(C(=O)N(C)C(C)C)C1)N1C=C(C=2C1=CN=CC2)[C@@H]2CC[C@H](CC2)N2CCN(CC2)CCO 5-fluoro-2-(3-(trans-4-(4-(2-hydroxyethyl)piperazin-1-yl)cyclohexyl)-1H-pyrrolo[2,3-c]pyridin-1-yl)-N-isopropyl-N-methylbenzamide